2H-chromen-7-ol O1CC=CC2=CC=C(C=C12)O